3-thiocyanoimidazo[1,5-a]quinoline S(C#N)C=1N=CN2C1C=CC1=CC=CC=C21